1-(4-methoxybenzyl)-4-nitro-1H-pyrazole-3-carboxylic acid ethyl ester C(C)OC(=O)C1=NN(C=C1[N+](=O)[O-])CC1=CC=C(C=C1)OC